(1r,4r)-4-(3-chloroanilino)-2'-{1-[(2,3,6-trifluorophenyl)methyl]azetidin-3-yl}spiro[cyclohexane-1,1'-indene]-4-carboxylic acid ClC=1C=C(NC2(CCC3(C(=CC4=CC=CC=C34)C3CN(C3)CC3=C(C(=CC=C3F)F)F)CC2)C(=O)O)C=CC1